5-(trifluoromethyl)-3-[4-[[4-(trifluoromethyl)pyrazol-1-yl]methyl]phenyl]-1,2,4-oxadiazole FC(C1=NC(=NO1)C1=CC=C(C=C1)CN1N=CC(=C1)C(F)(F)F)(F)F